2-Chloro-5-{[(cyclopropylsulfonyl)amino]methyl}-N-(1-ethyl-1H-indazol-4-yl)benzamide ClC1=C(C(=O)NC2=C3C=NN(C3=CC=C2)CC)C=C(C=C1)CNS(=O)(=O)C1CC1